FC=1C=2N(C=C(C1)NC(=O)C1=CC=C(C3=CN(N=C13)C)N1CCC(CC1)N(C(OC(C)(C)C)=O)C)C=C(N2)C tert-butyl N-{1-[7-({8-fluoro-2-methylimidazo[1,2-a]pyridin-6-yl}carbamoyl)-2-methylindazol-4-yl]piperidin-4-yl}-N-methylcarbamate